Cl.NC(C(=O)N1CCN(CC1)C(=O)NC1=NC(N(C=C1)C1=CC=C(C=C1)CN1CC(C(CC1)N)CC)=O)(C)C 4-(2-Amino-2-methylpropanoyl)-N-(1-(4-((4-amino-3-ethylpiperidin-1-yl)methyl)phenyl)-2-oxo-1,2-dihydropyrimidin-4-yl)piperazine-1-carboxamide hydrochloride salt